COCCN1C(C=C(C=C1)B(O)O)=O (1-(2-methoxyethyl)-2-oxo-1,2-dihydropyridin-4-yl)boronic acid